(2R,3R,3aS,6S,6aR)-2-(4-amino-2-fluoro-7H-pyrrolo[2,3-d]pyrimidin-7-yl)-6-((2-amino-3-fluoroquinolin-7-yl)methyl)hexahydro-3aH-cyclopenta[b]furan-3,3a-diol NC=1C2=C(N=C(N1)F)N(C=C2)[C@H]2[C@@H]([C@@]1([C@H](O2)[C@@H](CC1)CC1=CC=C2C=C(C(=NC2=C1)N)F)O)O